C(C)C=1C(NC=2C=C(C=NC2C1)CN1[C@@H](CN(CC1)C1=C(C(=C(C(=O)N)C=C1)F)N)CO)=O (S)-4-(4-((7-ethyl-6-oxo-5,6-dihydro-1,5-naphthyridin-3-yl)methyl)-3-(hydroxymethyl)piperazin-1-yl)-2-fluoro-aza-methylbenzamide